1-methyl-5-(4-chloroanilino)-1,5-dihydro-4H-pyrazolo[3,4-d]pyrimidine-4-one CN1N=CC2=C1N=CN(C2=O)NC2=CC=C(C=C2)Cl